nicotinamide (p-(methoxybutyl) benzyl benzoate) COCCCCC1=CC(=C(C(=O)O)C=C1)CC1=CC=CC=C1.C(C1=CN=CC=C1)(=O)N